octadecyl-tri-hydroxyethyl-ammonium bromide [Br-].C(CCCCCCCCCCCCCCCCC)[NH2+]CC(O)(O)O